4-[5-(2-aminoethyl)pyrimidin-2-yl]-3-[6-(3-fluoroazetidin-1-yl)-2-methylpyrimidin-4-yl]oxybenzonitrile NCCC=1C=NC(=NC1)C1=C(C=C(C#N)C=C1)OC1=NC(=NC(=C1)N1CC(C1)F)C